2-{4-[5-chloro-2-(1H-imidazol-1-yl) phenyl]-5-methoxy-2-oxopyridin-1(2H)-yl}-4-methoxybutyrate hydrochloride Cl.ClC=1C=CC(=C(C1)C1=CC(N(C=C1OC)C(C(=O)O)CCOC)=O)N1C=NC=C1